(R)-tert-butyl 6-(8-(benzo[d]thiazol-2-ylcarbamoyl)-3,4-dihydroisoquinolin-2(1H)-yl)-3-(3-(3-(1-(1-ethoxy-1-oxopropan-2-yl)piperidin-4-yl)propoxy)-2-methylphenyl)picolinate S1C(=NC2=C1C=CC=C2)NC(=O)C=2C=CC=C1CCN(CC21)C2=CC=C(C(=N2)C(=O)OC(C)(C)C)C2=C(C(=CC=C2)OCCCC2CCN(CC2)[C@@H](C(=O)OCC)C)C